tert-Butyl 4-(5-amino-4-ethoxycarbonyl-3-thienyl)piperidine-1-carboxylate NC1=C(C(=CS1)C1CCN(CC1)C(=O)OC(C)(C)C)C(=O)OCC